(±)-cis-N-[8-amino-6-(1-ethyl-5-methyl-2-oxo-4-pyridyl)-3-isoquinolyl]-2-fluoro-cyclopropanecarboxamide NC=1C=C(C=C2C=C(N=CC12)NC(=O)[C@H]1[C@H](C1)F)C1=CC(N(C=C1C)CC)=O |r|